C1(CCC1)C=1C=C(C=CC1)[C@H]1CC2(CN(C2)C(=O)C2CC(C2)(C)O)CC1 |r| (rac)-(6-(3-Cyclobutylphenyl)-2-azaspiro[3.4]octan-2-yl)((1s,3s)-3-hydroxy-3-methylcyclobutyl)methanone